C(C1=CC=CC=C1)OCCCOCCOCCOC1OCCCC1 (2-(2-(3-(benzyloxy)propoxy)ethoxy)ethoxy)tetrahydro-2H-pyran